(2R)-2-(6-oxa-3-azabicyclo[3.1.1]heptan-3-yl)-N-methyl-N-(2-((4aS,5aR)-5a-methyl-1,4,4a,5,5a,6-hexahydrocyclopropa[f]indazol-3-yl)-3H-imidazo[4,5-b]pyridin-6-yl)propanamide C12CN(CC(O1)C2)[C@@H](C(=O)N(C=2C=C1C(=NC2)NC(=N1)C1=NNC=2C[C@@]3([C@H](CC12)C3)C)C)C